C(CCCCCC)NC([S-])=S.[Zn+2].BrC1=CC(=C(C=C1)SC)CCCl.C(CCCCCC)NC([S-])=S (4-bromo-2-(2-chloroethyl)phenyl)(methyl)sulfane Zinc heptyldithiocarbamate